(S)-7-(4-(2-(oxetan-3-yloxy)phenyl)piperidin-1-yl)-2-(1,3,4-thiadiazol-2-yl)-5-oxa-2-azaspiro[3.4]octane formate salt C(=O)O.O1CC(C1)OC1=C(C=CC=C1)C1CCN(CC1)[C@@H]1COC2(CN(C2)C=2SC=NN2)C1